2,3,4-tri-O-acetyl-D-xylopyranosyl fluoride C(C)(=O)O[C@H]1C(OC[C@H]([C@@H]1OC(C)=O)OC(C)=O)F